COC1=C2C(=NC(=N1)C=1CN(CC1)C(=O)OC(C)(C)C)N(N=C2C(F)(F)F)COCC[Si](C)(C)C tert-butyl 3-(4-methoxy-3-(trifluoromethyl)-1-((2-(trimethylsilyl)ethoxy)methyl)-1H-pyrazolo[3,4-d]pyrimidin-6-yl)-2,5-dihydro-1H-pyrrole-1-carboxylate